FC1(CCC2=C1N=C(N=C2C=2C=C1C(CC(C1=CC2)NS(=O)(=O)C)(C)C)N2[C@H](CC2)CF)F N-(5-(7,7-difluoro-2-((R)-2-(fluoromethyl)azetidin-1-yl)-6,7-dihydro-5H-cyclopenta[d]pyrimidin-4-yl)-3,3-dimethyl-2,3-dihydro-1H-inden-1-yl)methanesulfonamide